1-(6-(5-(aminomethyl)thiophen-2-yl)-2-methyl-3,4-dihydroquinolin-1(2H)-yl)ethan-1-one NCC1=CC=C(S1)C=1C=C2CCC(N(C2=CC1)C(C)=O)C